ClC1=C(C(=CC=2C3=C(NC12)CCN([C@@H]3C)C(=O)C3=NC=C(C=N3)OC)O)Cl (R)-(6,7-dichloro-8-hydroxy-1-methyl-1,3,4,5-tetrahydro-2H-pyrido[4,3-b]indol-2-yl)(5-methoxypyrimidin-2-yl)methanone